2-(((2-ethyl-2H-tetrazol-5-yl)methoxy)methyl)-6-(trifluoromethyl)nicotinic acid C(C)N1N=C(N=N1)COCC1=C(C(=O)O)C=CC(=N1)C(F)(F)F